6-Ethyl-5-(8-isoquinolinyl)pyridin-2-amine C(C)C1=C(C=CC(=N1)N)C=1C=CC=C2C=CN=CC12